(2R,3R,4S,5S)-5-(4-aminoimidazo[2,1-f][1,2,4]triazin-7-yl)-2-((benzoyloxy)methyl)-4-fluoro-4-methyltetrahydrofuran-3-yl benzoate C(C1=CC=CC=C1)(=O)O[C@@H]1[C@H](O[C@H]([C@]1(C)F)C1=CN=C2C(=NC=NN21)N)COC(C2=CC=CC=C2)=O